5-(5-Iodo-2-isopropyl-4-methoxy-phenoxy)-pyrimidine-2,4-diamine IC=1C(=CC(=C(OC=2C(=NC(=NC2)N)N)C1)C(C)C)OC